OCCC(=O)OCC.OCCC(=O)OCC (2S,2'S)-diethyl bis(3-hydroxypropionate)